N1=CC=C(C=C1)OC1=CC2=C(N=C(S2)NC(=O)C2C(C3C=CC2C3)C(=O)O)C=C1 3-[[6-(4-pyridyloxy)-1,3-benzothiazol-2-yl]carbamoyl]bicyclo[2.2.1]hept-5-ene-2-carboxylic acid